COC1=CC=C2C(=N1)C=CN2C(=O)OC(C)(C)C tert-butyl 5-methoxy-1H-pyrrolo[3,2-b]pyridine-1-carboxylate